(2-(benzo[d][1,3]dioxol-5-yl)-5H-pyrrolo[3,2-d]pyrimidin-6-yl)(piperidin-1-yl)methanone O1COC2=C1C=CC(=C2)C=2N=CC1=C(N2)C=C(N1)C(=O)N1CCCCC1